BrC=1C=C(C=C2CCNC12)C(=O)NC1=CC=C(C=C1)OC(F)(F)Cl 7-bromo-N-(4-(chlorodifluoromethoxy)phenyl)indoline-5-carboxamide